C(C)(C)C1=CC=2C(C3=CC=CC=C3S(C2C=C1)=O)=O 2-isopropyl-oxo-10-thioxanthone